B(O)(O)C1=CC=C(C[C@H](N)C(=O)O)C=C1 4-boronophenylalanine